COCOCC(COC1COC(OC1)C)(COC1COC(OC1)C)COC1COC(OC1)C (2S,2'S,5s,5's)-5,5'-((2-((methoxymethoxy)methyl)-2-((((2S,5s)-2-methyl-1,3-dioxan-5-yl)oxy)methyl)propane-1,3-diyl)bis(oxy))bis(2-methyl-1,3-dioxane)